dodecano-12-lactam C1(CCCCCCCCCCCN1)=O